(S)-(5-(1-amino-1,3-dihydrospiro[indene-2,4'-piperidin]-1'-yl)pyrazin-2-yl)(phenyl)methanone N[C@@H]1C2=CC=CC=C2CC12CCN(CC2)C=2N=CC(=NC2)C(=O)C2=CC=CC=C2